C(C)(=O)NC=1C=C(C(=O)O)C=CC1 m-acetamidobenzoic acid